OC(=O)C(F)(F)F.OCC(=O)N(CCN1C2CC(CC1CC2)C=2C=C(C(=O)N)C=CC2)CC2CCC(CC2)C(F)(F)F 3-endo-(8-{2-[(2-hydroxy-acetyl)(4-trifluoromethyl-cyclohexylmethyl)amino]ethyl}-8-azabicyclo[3.2.1]oct-3-yl)-benzamide TFA salt